Rac-(3r,6s,7s,8as)-6-(4-fluorophenyl)-2,3,7-trimethyl-1,4-dioxooctahydropyrrolo[1,2-a]pyrazine-7-carboxylic acid methyl ester COC(=O)[C@]1(C[C@@H]2N(C([C@H](N(C2=O)C)C)=O)[C@H]1C1=CC=C(C=C1)F)C |r|